(1-hydroxy-1-methyl-ethyl)-[1,2,4]oxadiazol OC(C)(C)C1=NOC=N1